4-bromo-N,N-bis(trimethylsilyl)aniline BrC1=CC=C(N([Si](C)(C)C)[Si](C)(C)C)C=C1